NN1C=NN=C1C 4-amino-5-methyl-4H-1,2,4-triazol